4-[6-methoxy-5-[[6-(trifluoromethyl)pyridine-2-carbonyl]amino]indazol-2-yl]cyclohexanecarboxylic acid COC=1C(=CC2=CN(N=C2C1)C1CCC(CC1)C(=O)O)NC(=O)C1=NC(=CC=C1)C(F)(F)F